O1CCN(CC1)C1=NC(=NC(=N1)N1CCNCC1)C=1C(=CC(=NC1)N)C(F)(F)F 5-(4-morpholino-6-piperazin-1-yl-1,3,5-triazin-2-yl)-4-(trifluoromethyl)pyridin-2-amine